C(CCCCCCCCCCCCCCC(C)(C(=O)OC(C)(C)C)C(=O)OC(C)(C)C)C(=O)OC 16,16-di-tert-butyl 1-methyl heptadecane-1,16,16-tricarboxylate